2-Chloro-4-[1-(4-methoxy-3-trifluoromethyl-phenyl)-2,5-dimethyl-1H-imidazol-4-ylethynyl]-pyridine ClC1=NC=CC(=C1)C#CC=1N=C(N(C1C)C1=CC(=C(C=C1)OC)C(F)(F)F)C